CC(C)(C)C=1C(=C(C=C(C1)C(C)(C)C)C1=C(C(=CC(=C1)C(C)(C)C)C(C)(C)C)OP1OC2=C(C3=C(O1)C=CC=C3)C=CC=C2)OP2OC3=C(C1=C(O2)C=CC=C1)C=CC=C3 6,6'-[[3,3',5,5'-tetrakis(1,1-dimethylethyl)-[1,1'-biphenyl]-2,2'-diyl]bis(oxy)]bis-dibenzo[d,f][1,3,2]dioxaphosphepine